2-(bromomethyl)furan-3-carboxylic acid BrCC=1OC=CC1C(=O)O